N-[1-(6-chloropyridin-3-yl)ethyl]-5-[5-(trifluoromethyl)-1,2,4-oxadiazol-3-yl]pyrimidin-2-amine ClC1=CC=C(C=N1)C(C)NC1=NC=C(C=N1)C1=NOC(=N1)C(F)(F)F